methyl 3-(2-methoxymethoxy-5-pentyloxy-phenyl)-3-(phenyl)-acrylate COCOC1=C(C=C(C=C1)OCCCCC)C(=CC(=O)OC)C1=CC=CC=C1